bromo-N1-(4-fluorophenyl)-5-methylbenzene-1,2-diamine BrC1=C(C(=CC(=C1)C)NC1=CC=C(C=C1)F)N